O=C1C=C2[C@@H]3[C@H]([C@H]4[C@@H]5CC[C@H]([C@@H](CCC(=O)OCC)C)[C@]5(CC[C@@H]4[C@]2(CC1)C)C)O3 Ethyl (6α,7α)-6,7-epoxy-3-oxo-4-chol-en-24-oate